3-(3,5-ditert-butyl-4-hydroxyphenyl)-N'-[3-(3,5-ditert-butyl-4-hydroxyphenyl)propanoyl]propanohydrazid C(C)(C)(C)C=1C=C(C=C(C1O)C(C)(C)C)CCC(=O)NNC(CCC1=CC(=C(C(=C1)C(C)(C)C)O)C(C)(C)C)=O